(2S)-2-(p-bromophenoxy)(3,4-2H2)butyric acid BrC1=CC=C(O[C@H](C(=O)O)C(C[2H])[2H])C=C1